C(C)(=O)OC[C@@H]1[C@H]([C@@H]([C@H]([C@@H](O)O1)NC(=O)OCC1=CC=CC=C1)OCC1=CC=CC=C1)O 2-deoxy-2-[[carbobenzoxy] amino]-3-O-benzyl-alpha-D-glucopyranoside 6-acetate